BrC1=CC=C(C=C1)NC(NCC(=O)N[C@H](C(=O)O)C(C)C)=O (S)-2-(2-(3-(4-bromophenyl)ureido)acetamido)-3-methylbutanoic acid